3-(difluoromethyl)-N-methyl-N-[1-methyl-2-(2,4,6-trichlorophenyl)ethyl]-1H-pyrazole-4-carboxamide FC(C1=NNC=C1C(=O)N(C(CC1=C(C=C(C=C1Cl)Cl)Cl)C)C)F